6-(4-Ethoxypiperidin-1-yl)-N-(5-((6-methoxy-7-(3-morpholinopropoxy)chinolin-4-yl)oxy)pyridin-2-yl)picolinamid C(C)OC1CCN(CC1)C1=CC=CC(=N1)C(=O)NC1=NC=C(C=C1)OC1=CC=NC2=CC(=C(C=C12)OC)OCCCN1CCOCC1